Hexylcrotonat C(CCCCC)OC(\C=C\C)=O